8-Methyl-N-(propan-2-yl)-1-[trans-4-(pyridin-2-yloxy)cyclohexyl]-5,6-dihydro-4H-[1,2,4]triazolo[4,3-a][1]benzazepin-5-amin CC=1C=CC2=C(CC(CC=3N2C(=NN3)[C@@H]3CC[C@H](CC3)OC3=NC=CC=C3)NC(C)C)C1